ClC1=CC=C(C=C1)C(C(N1CCCC1)=O)NS(=O)(=O)C=C N-(1-(4-chlorophenyl)-2-oxo-2-(pyrrolidin-1-yl)ethyl)ethenesulfonamide